BrC=1C=CC2=C(OC[C@@H]3N2CCN(C3)C3CN(C3)C(=O)OC(C)(C)C)C1 (R)-tert-butyl 3-(8-bromo-1,2,4a,5-tetrahydrobenzo[b]pyrazino[1,2-d][1,4]oxazin-3(4H)-yl)azetidine-1-carboxylate